4-hydroxypyrrolidine-2-formamide OC1CC(NC1)C(=O)N